3-[5-(2-fluoro-phenyl)-pyridin-2-yloxy]-azetidine-1-carboxylic acid (5-methyl-[1,3,4]oxadiazol-2-yl)-amide CC1=NN=C(O1)NC(=O)N1CC(C1)OC1=NC=C(C=C1)C1=C(C=CC=C1)F